ethyl 4-bromo-5-hydroxy-indane-2-carboxylate BrC1=C2CC(CC2=CC=C1O)C(=O)OCC